C1(CC1)C1=C2C(=NC=C1)N(C=C2)COCC[Si](C)(C)C 4-cyclopropyl-1-((2-(trimethylsilyl)ethoxy)methyl)-1H-pyrrolo[2,3-b]pyridine